3,6-dibromo-9-(2-(4,6-diphenyl-pyrimidine-2-yl)phenyl)-9H-carbazole BrC=1C=CC=2N(C3=CC=C(C=C3C2C1)Br)C1=C(C=CC=C1)C1=NC(=CC(=N1)C1=CC=CC=C1)C1=CC=CC=C1